BrC=1C=NN2C1C=C(C=C2)NC(CNS(=O)(=O)C)=O N-(3-bromopyrazolo[1,5-a]pyridin-5-yl)-2-(methylsulfonamido)acetamide